5-[[2-(2-cyclohexyl-5-methyl-1-piperidyl)-2-oxo-acetyl]amino]pyridine-3-carboxamide C1(CCCCC1)C1N(CC(CC1)C)C(C(=O)NC=1C=C(C=NC1)C(=O)N)=O